OC1=CC=C(NC(CNS(=O)(=O)C2=C(C(=O)NCC3=CC=C(C=C3)[N+](=O)[O-])C=CC=C2)=O)C=C1 2-[[2-(4-Hydroxyanilino)-2-oxo-ethyl]sulfamoyl]-N-[(4-nitrophenyl)methyl]benzamide